N(=C=O)C1=C(C)C=CC=C1N=C=O 2,3-diisocyanatotoluene